2-(9-bromo-6,7-dichloro-3,4-dihydro-1H-pyrazino[1,2-a]indol-2-yl)-5-methyl-1,3,4-thiadiazole BrC=1C=2C=C3N(C2C(=C(C1)Cl)Cl)CCN(C3)C=3SC(=NN3)C